7-[(3aR,4R,6R,6aR)-2,2-dimethyl-6-[(1R,4S)-6-chloro-4-fluoro-isochroman-1-yl]-3a,4,6,6a-tetrahydrofuro[3,4-d][1,3]dioxol-4-yl]pyrrolo[2,3-d]pyrimidin-4-amine CC1(O[C@@H]2[C@H](O1)[C@H](O[C@H]2N2C=CC1=C2N=CN=C1N)[C@@H]1OC[C@H](C2=CC(=CC=C12)Cl)F)C